4-nitro-N,N-dimethylbenzamide [N+](=O)([O-])C1=CC=C(C(=O)N(C)C)C=C1